NC1=C(C(N(C(N1CCCCP(OCC)(OCC)=O)=O)CC#C)=O)NC(CCC1=CC=C(C=C1)I)=O Diethyl (4-(6-amino-5-(3-(4-iodophenyl)propanamido)-2,4-dioxo-3-(prop-2-yn-1-yl)-3,4-dihydropyrimidin-1(2H)-yl)butyl)phosphonate